(S)-2-((5-(4-(4-methylisoxazol-3-yl)phenyl)pyridin-2-yl)amino)-6,6a,7,8-tetrahydro-9H-pyrido[2,3-b]pyrrolo[1,2-d][1,4]oxazin-9-one CC=1C(=NOC1)C1=CC=C(C=C1)C=1C=CC(=NC1)NC1=CC2=C(OC[C@H]3N2C(CC3)=O)N=C1